C(C)C1CS(C2=C(N(C1)C1=CC=CC=C1)C=C(C(=C2)O)SC)(=O)=O 3-ethyl-8-hydroxy-7-(methylthio)-5-phenyl-2,3,4,5-tetrahydro-1,5-benzo-thiazepine 1,1-dioxide